1-((2-bromo-6-iodo-3-(methoxymethoxy)pyridin-4-yl)oxy)propan-2-ol BrC1=NC(=CC(=C1OCOC)OCC(C)O)I